methyl 1-[4-[[4-[[2-(6-methyl-2-pyridyl)pyrimidin-4-yl]amino]pyrimidin-2-yl]amino]phenyl]piperidine-3-carboxylate CC1=CC=CC(=N1)C1=NC=CC(=N1)NC1=NC(=NC=C1)NC1=CC=C(C=C1)N1CC(CCC1)C(=O)OC